CC([C@H](C)N1C(C=CC2=C1N=CN=C2)=O)C 8-[(2S)-3-methylbutan-2-yl]pyrido[2,3-d]pyrimidin-7(8H)-one